1-{[1-(4-chloro-3-fluorophenyl)-1H-1,2,3,4-tetrazol-5-yl]methyl}-3-{[1-(4-chloro-3-fluorophenyl)-1H-1,2,4-triazol-5-yl]methyl}-1-methylurea ClC1=C(C=C(C=C1)N1N=NN=C1CN(C(=O)NCC1=NC=NN1C1=CC(=C(C=C1)Cl)F)C)F